methyl 2,6-difluoro-3-(N-(3-fluoropropylsulfonyl)-3-fluoropropylsulfonamido)benzoate FC1=C(C(=O)OC)C(=CC=C1N(S(=O)(=O)CCCF)S(=O)(=O)CCCF)F